Cl.Cl.Cl.NCCCCNCCCN spermidin trihydrochloride